C1OCCC12CCN(CC2)C2=CC=C1C(=N2)NC=C1C1=NC(=NC=C1C(F)(F)F)N[C@@H]1CNCCC1 (S)-4-(6-(2-oxa-8-azaspiro[4.5]decan-8-yl)-1H-pyrrolo[2,3-b]pyridine-3-yl)-N-(piperidin-3-yl)-5-(trifluoromethyl)pyrimidin-2-amine